2-[3-(4-Chloro-3-fluorophenyl)-1-ethyl-1H-1,2,4-triazol-5-yl]-N-(3,5-dichlorobenzyl)acetamid ClC1=C(C=C(C=C1)C1=NN(C(=N1)CC(=O)NCC1=CC(=CC(=C1)Cl)Cl)CC)F